C1(CC1)C=1N=CN(C1)C=1C(=CC(=C(C(=O)NC2=NC(=CC=C2)N2C(=NC=C2)C(C)C)C1)F)C 5-(4-cyclopropyl-1H-imidazol-1-yl)-2-fluoro-N-(6-(2-isopropyl-1H-imidazol-1-yl)pyridin-2-yl)-4-methylbenzamide